CC(CC=O)CCC=C(C)C 3,7-dimethyl-6-octene-1-al